tert-butyl (E)-3-((4-((tert-butyldiphenylsilyl)oxy)-2-fluorobut-2-en-1-yl)oxy)propanoate [Si](C1=CC=CC=C1)(C1=CC=CC=C1)(C(C)(C)C)OC/C=C(\COCCC(=O)OC(C)(C)C)/F